methyl 2-(2,2-diphenylethyl)-5-methoxy-1-methyl-6-oxopyrimidine-4-carboxylate C1(=CC=CC=C1)C(CC=1N(C(C(=C(N1)C(=O)OC)OC)=O)C)C1=CC=CC=C1